methyl 2-cyclopropyl-7-(difluoromethoxy)-2H-indazole-5-carboxylate C1(CC1)N1N=C2C(=CC(=CC2=C1)C(=O)OC)OC(F)F